6-(cyclopropylmethoxy)-N-[(2S)-1-{[2-fluoro(2,2-dideutero)ethyl]oxy}-3-methylbutan-2-yl]-5-(3-methoxyazetidin-1-yl)pyridine-2-carboxamide C1(CC1)COC1=C(C=CC(=N1)C(=O)N[C@H](COCC([2H])([2H])F)C(C)C)N1CC(C1)OC